tert-butyl 4-((2-oxopyridin-1(2H)-yl)methyl)benzoate O=C1N(C=CC=C1)CC1=CC=C(C(=O)OC(C)(C)C)C=C1